4-(5-((3r,5s)-3,5-dimethylpiperidin-1-carbonyl)-1H-pyrrolo[2,3-b]pyridin-1-yl)benzamide gallium [Ga].C[C@H]1CN(C[C@H](C1)C)C(=O)C=1C=C2C(=NC1)N(C=C2)C2=CC=C(C(=O)N)C=C2